perfluoro-n-octanesulfonic acid 4-cyclohexylphenyldiphenylsulfonium salt C1(CCCCC1)C1=CC=C(C=C1)[S+](C1=CC=CC=C1)C1=CC=CC=C1.FC(C(C(C(C(C(C(C(F)(F)F)(F)F)(F)F)(F)F)(F)F)(F)F)(F)F)(S(=O)(=O)[O-])F